methyl 4-chloro-2-(2-oxopiperidin-4-yl)benzoate ClC1=CC(=C(C(=O)OC)C=C1)C1CC(NCC1)=O